4-((2-ethyl-4-((methoxymethoxy)carbonyl)-3,5,6-trimethylphenoxy) carbonyl)-3-hydroxy-2,5-dimethylphenyl 4-((4-hydroxy-2-methoxy-6-methylbenzoyl) oxy)-2,3,5,6-tetramethylbenzoate OC1=CC(=C(C(=O)OC2=C(C(=C(C(=O)OC3=C(C(=C(C(=C3)C)C(=O)OC3=C(C(=C(C(=C3C)C)C(=O)OCOC)C)CC)O)C)C(=C2C)C)C)C)C(=C1)C)OC